BrC=1C=CC=2C=3N(C(NC2C1)=O)N=CC3 8-bromo-6H-pyrazolo[1,5-c]quinazolin-5-one